3-amino-5-methyl-2-cyclohexen-1-one NC1=CC(CC(C1)C)=O